Z-bromo-ethan-1-one BrC(C)=O